Cl.O1CC(CCC1)N Tetrahydropyran-3-amine HCl salt